C(C)(C)(C)OC(=O)N[C@@H](CC1=CC=C(C=C1)B(O)O)C(=O)O (S)-N-t-butoxycarbonyl-4-dihydroxyboryl-phenylalanine